[K+].P(=S)(SCC)(OCC)[O-] Diethyl dithiophosphate potassium salt